(1S,2R)-2-((S)-5-Chloro-8-((1-methyl-1H-1,2,3-triazol-4-yl)methoxy)-1-((2-oxopyrrolidin-1-yl)methyl)-1,2,3,4-tetrahydroisochinolin-2-carbonyl)-1-methylcyclohexan ClC1=C2CCN([C@@H](C2=C(C=C1)OCC=1N=NN(C1)C)CN1C(CCC1)=O)C(=O)[C@H]1[C@H](CCCC1)C